3-(5-Amino-6-(1H-1,2,4-triazol-1-yl)pyrazin-2-yl)-N-(4-(hydroxymethyl)bicyclo[2.1.1]hexan-1-yl)-4-methylbenzenesulfonamide trifluoroacetate salt FC(C(=O)O)(F)F.NC=1N=CC(=NC1N1N=CN=C1)C=1C=C(C=CC1C)S(=O)(=O)NC12CCC(C1)(C2)CO